pyridine-3-Formonitrile N1=CC(=CC=C1)C#N